O=C1N=CC=CC1=O 2,3-dioxo-pyridin